2-(1-((2,4-dimethoxybenzyl)amino)-3-methyl-6,7-dihydro-5H-cyclopenta[c]pyridin-5-yl)isoindoline-1,3-dione COC1=C(CNC2=NC(=CC3=C2CCC3N3C(C2=CC=CC=C2C3=O)=O)C)C=CC(=C1)OC